iso-eicosane CCCCCCCCCCCCCCCCCC(C)C